C1C[O+]1[O-] ethylene Oxide oxide